ClC1=C(C=CC(=C1)[N+](=O)[O-])N1CC2C(C1)CC(C2)=O 2-(2-chloro-4-nitrophenyl)hexahydrocyclopenta[c]pyrrol-5(1H)-one